diphenyl-(p-methylphenyl)amine C1(=CC=CC=C1)N(C1=CC=C(C=C1)C)C1=CC=CC=C1